(R)-N-1-phenylethyl-N'-triethoxysilylpropylurea C1(=CC=CC=C1)[C@@H](C)NC(=O)NCCC[Si](OCC)(OCC)OCC